6,7-dibromo-1,4-dihydro-1,4-methanonaphthalene BrC=1C=C2C3C=CC(C2=CC1Br)C3